4-methylpiperidine-4-carboxylic acid CC1(CCNCC1)C(=O)O